ClC1=CC(=C(C=N1)C1=NN=C(S1)N1CC2CCC(C1)N2C(=O)OC(C)(C)C)NC2CC2 tert-butyl 3-{5-[6-chloro-4-(cyclopropylamino)pyridin-3-yl]-1,3,4-thiadiazol-2-yl}-3,8-diazabicyclo[3.2.1]octane-8-carboxylate